OC1[C@@H]2[C@]3(CCC(C=C3CC[C@H]2[C@@H]2CCC([C@@]2(C)C1)=O)=O)C 11-hydroxyandrost-4-ene-3,17-dione